C(C)N(C=1C=CC2=C(C1)[Si]1(CCCCC1)C1=C(C23OC(C2=CC(=C(C=C23)C(=O)O)C(F)(F)F)=O)C=CC(=C1)N(CC)CC)CC 3',7'-bis(diethylamino)-3-oxo-5-(trifluoromethyl)-3H-dispiro[isobenzofuran-1,10'-dibenzo[b,e]siline-5',1''-silinane]-6-carboxylic acid